tert-butyl o-tolylcarbamate C1(=C(C=CC=C1)NC(OC(C)(C)C)=O)C